C[C@@H]1O[C@@H](CN(C1)C1=CC=CC(=N1)C1=NC2=CC(=NC=C2C=C1)CNC(C1=CC(=C(C=C1)C)C1(CNC1)O)=O)C N-((2-(6-((cis)-2,6-dimethylmorpholino)pyridin-2-yl)-1,6-naphthyridin-7-yl)methyl)-3-(3-hydroxyazetidin-3-yl)-4-methylbenzamide